(4-hydroxy-2,3-dihydro-1H-inden-5-yl)boronic acid OC1=C2CCCC2=CC=C1B(O)O